dibenzo[b,d]Furan-3-carboxamide C1=CC(=CC=2OC3=C(C21)C=CC=C3)C(=O)N